The molecule is a very long-chain omega-6 fatty acid that is tetracosanoic acid having four double bonds located at positions 11, 14, 17 and 20 (the 11Z,14Z,17Z,20Z-isomer). It is an omega-6 fatty acid and a hexacosatetraenoic acid. It is a conjugate acid of an (11Z,14Z,17Z,20Z)-hexacosatetraenoate. CCCCC/C=C\\C/C=C\\C/C=C\\C/C=C\\CCCCCCCCCC(=O)O